2-(3-(2-ethoxyphenyl)-1-methylureido)-5-oxo-5H-thieno[3,2-b]pyran-6-carboxylic acid C(C)OC1=C(C=CC=C1)NC(N(C)C1=CC=2OC(C(=CC2S1)C(=O)O)=O)=O